C(=O)O.N[C@H](CC1=C(C2=NC(=CC(=C2S1)NCC=1OC=CC1)Cl)Br)CF 2-[(2R)-2-amino-3-fluoropropyl]-3-bromo-5-chloro-N-[(furan-2-yl)methyl]thieno[3,2-b]pyridin-7-amine formate